BrC1=NC2=CC=C(C=C2C=C1)C#N 2-bromo-6-cyanoquinoline